1,2-dimethyl-6-oxo-1,6-dihydropyrimidine-4-carboxylic acid CN1C(=NC(=CC1=O)C(=O)O)C